11-methyl-3,6,9,13-tetraoxapentadecane-15-amide CC(COCCOCCOCC)COCC(=O)N